C(C)(C)(C)OC(NC1(CCC1)C1=CC=C(C=C1)Br)=O [1-(4-bromophenyl)cyclobutyl]carbamic acid tert-butyl ester